C(CCCCCCCCCCCCCC)NCCCCCCCCCCCCCCC di(pentadecyl)amine